C1(CC1)C1=NC=C(C=N1)OB(O)O (2-cyclopropyl-5-pyrimidinyl)boric acid